OC(C)(C)[C@H]1CN(CCC1)C=1C=CC(=NC1)NC=1C=CC(=C2CNC(C12)=O)C1=C2C(=NC=C1)N(C=C2)C |o1:4| rel-(R)-7-((5-(3-(2-hydroxypropan-2-yl)piperidin-1-yl)pyridin-2-yl)amino)-4-(1-methyl-1H-pyrrolo[2,3-b]pyridin-4-yl)isoindolin-1-one